FC=1C=C(C=CC1)[C@@H]1N(CCC1)C=1C=CC=2N(N1)C(=CN2)C2=CC=CC(=N2)N2CCN(CC2)CC2=C(C=CC=C2)C2C(NC(CC2)=O)=O 3-(2-((4-(6-(6-((R)-2-(3-fluorophenyl)pyrrolidin-1-yl)imidazo[1,2-b]pyridazin-3-yl)pyridin-2-yl)piperazin-1-yl)methyl)phenyl)piperidine-2,6-dione